CC1=C(C=NN1[C@@H]1CN(CCC1)C(=O)OC(C)(C)C)B1OC(C(O1)(C)C)(C)C tert-butyl (S)-3-(5-methyl-4-(4,4,5,5-tetramethyl-1,3,2-dioxaborolan-2-yl)-1H-pyrazol-1-yl)piperidine-1-carboxylate